2-[[(4-fluorophenyl)sulfonyl]amino]-N-[4-(4-fluorophenyl)-2-thiazolyl]-benzamide FC1=CC=C(C=C1)S(=O)(=O)NC1=C(C(=O)NC=2SC=C(N2)C2=CC=C(C=C2)F)C=CC=C1